C(#N)C1=CC=C(C=C1)C(OC1=CC=C(C(=O)NCCN2CCCCC2)C=C1)C(NC=1SC2=C(N1)C=C(C(=C2)OC)OC)=O 4-[(4-Cyano-phenyl)-(5,6-dimethoxy-benzothiazol-2-ylcarbamoyl)-methoxy]-N-(2-piperidin-1-yl-ethyl)-benzamide